(2R,3R,4S,5S)-2-(4-Amino-7H-pyrrolo[2,3-d]pyrimidin-7-yl)-5-((((5-(3,4-dimethylphenyl)-3-methylisoxazol-4-yl)methyl)thio)methyl)tetrahydrofuran-3,4-diol NC=1C2=C(N=CN1)N(C=C2)[C@@H]2O[C@@H]([C@H]([C@H]2O)O)CSCC=2C(=NOC2C2=CC(=C(C=C2)C)C)C